[2-(difluoromethoxy)pyridin-3-yl]boronic acid FC(OC1=NC=CC=C1B(O)O)F